methyl-4-[(1-methylcyclopropyl)amino]-N-(4-methylpyridin-2-yl)furo[2,3-d]pyrimidine-5-carboxamide CC=1N=C(C2=C(N1)OC=C2C(=O)NC2=NC=CC(=C2)C)NC2(CC2)C